2-(Dimethylamino)ethyl-3-(6-((4-((2-ethyl-4-(6-methylpyridin-2-yl)thiazol-5-yl)oxy)pyridin-2-yl)amino)nicotinamido)-5-fluorobenzoate CN(CCOC(C1=CC(=CC(=C1)F)NC(C1=CN=C(C=C1)NC1=NC=CC(=C1)OC1=C(N=C(S1)CC)C1=NC(=CC=C1)C)=O)=O)C